ClC(=O)OCC(=O)OCC ethyl (chlorocarbonyl)oxyacetate